N-(4-chlorophenyl)-1-(5-(6-cyclopropylpyridin-2-yl)-5,6,7,8-tetrahydro-1,5-naphthyridin-2-yl)cyclobutane-1-carboxamide ClC1=CC=C(C=C1)NC(=O)C1(CCC1)C1=NC=2CCCN(C2C=C1)C1=NC(=CC=C1)C1CC1